2-(2-bromoethyl)dioxolaneacetyl-ε-caprolactone BrCCC1(OCCO1)CC(=O)C1C(=O)OCCCC1